2-amino-N-((5-cyano-2-pyridinyl)methyl)-3-methyl-N-((8R)-5,6,7,8-tetrahydro[1,2,4]triazolo[1,5-a]pyridin-8-yl)-6-quinolinecarboxamide NC1=NC2=CC=C(C=C2C=C1C)C(=O)N([C@H]1C=2N(CCC1)N=CN2)CC2=NC=C(C=C2)C#N